COC(=O)C=1C=C2N=CC(NC2=CC1)=C=O 2-carbonyl-1,2-dihydroquinoxaline-6-carboxylic acid methyl ester